F[C@@H]1C[C@H](N(C1)C(CN1N=C(C2=CC(=CC=C12)C1=CN=NC=C1)C(=O)N)=O)C(N[C@H]1[C@@H](CCC1)O)=O 1-(2-((2S,4R)-4-fluoro-2-((1R,2R)-2-hydroxycyclopentyl-carbamoyl)pyrrolidin-1-yl)-2-oxoethyl)-5-(pyridazin-4-yl)-1H-indazole-3-carboxamide